Cl.FC1=CC=C(C=C1)[C@@H]1N(CCC2=CC=CC=C12)C(=O)O[C@H]1[C@@H](CC1)N (1R,2R)-2-aminocyclobutyl (S)-1-(4-fluorophenyl)-3,4-dihydroisoquinoline-2(1H)-carboxylate hydrochloride